NC1=C2C(=NC=N1)N(N=C2C=2NC1=CC(=CC=C1C2C)C(=O)NC)C(C)(C)C 2-(4-Amino-1-(tert-butyl)-1H-pyrazolo[3,4-d]pyrimidin-3-yl)-N,3-dimethyl-1H-indole-6-carboxamide